O=C1ON=C2N1C1=C(CC[C@H]2NC(C2=NC=CC(=C2)OC2=CC=CC=C2)=O)C=CC=C1 |r| (±)-N-(1-Oxo-5,6-dihydro-1H,4H-benzo[f][1,2,4]oxadiazolo[4,3-a]azepin-4-yl)-4-phenoxypicolinamide